bromo-2'-methyl-spiro[cyclopentane-1,1'-isoindoline]-3'-one BrC1=C2C(N(C3(C2=CC=C1)CCCC3)C)=O